2-hydroxy-1-(3-hydroxy-3-(5-(2-((2-(trifluoromethyl)quinazolin-4-yl)thio)acetyl)thiophen-2-yl)azetidin-1-yl)ethan-1-one OCC(=O)N1CC(C1)(C=1SC(=CC1)C(CSC1=NC(=NC2=CC=CC=C12)C(F)(F)F)=O)O